C[C@@H](C(CC(=O)OCC)=O)CCC(=O)OC(C)(C)C 7-tert-butyl 1-ethyl (4R)-4-methyl-3-oxoheptanedioate